N1CC=C(C=C1)C(=O)[O-] 1,2-dihydropyridine-4-carboxylate